ClC=1C=CC(=C(C1)C1=CC(=NC=N1)O)C=1C=NN(C1)C(F)F 6-(5-chloro-2-(1-(difluoromethyl)-1H-pyrazol-4-yl)phenyl)pyrimidin-4-ol